4-(4-(2-aminoethyl)phenyl)piperazine-1-carboxylate NCCC1=CC=C(C=C1)N1CCN(CC1)C(=O)[O-]